FC=1C=C(N)C=CC1OC=1C=CC2=CN(N=C2C1)C 3-fluoro-4-((2-methyl-2H-indazol-6-yl)oxy)aniline